methyl (1r,2S,5S)-3-((S)-3,3-dimethyl-2-((4-(trifluoromethyl) pyrimidin-2-yl) amino) butanoyl)-6,6-dimethyl-3-azabicyclo[3.1.0]hexane-2-carboxylate CC([C@@H](C(=O)N1[C@@H]([C@H]2C([C@H]2C1)(C)C)C(=O)OC)NC1=NC=CC(=N1)C(F)(F)F)(C)C